(3S,4R,5S,6R)-6-(acetoxymethyl)-3-(cyclohexanecarboxamido)tetrahydro-2H-pyran-2,4,5-triyl triacetate C(C)(=O)OC1O[C@@H]([C@H]([C@@H]([C@@H]1NC(=O)C1CCCCC1)OC(C)=O)OC(C)=O)COC(C)=O